C(C)OC(C1=CN=C(C(=C1Cl)F)C)=O.C(C=C)C1=C(C=CC(=C1)F)NC1=C(C(=O)NC=2C(=NC(=CC2)OC)CCC=C)C=CC(=N1)C(F)(F)F ((2-allyl-4-fluorophenyl)amino)-N-(2-(but-3-en-1-yl)-6-methoxypyridin-3-yl)-6-(trifluoromethyl)nicotinamide ethyl-4-chloro-5-fluoro-6-methylnicotinate